bis(1-oxyl-2,2,6,6-tetramethylpiperidin-4-yl) phthalate C(C=1C(C(=O)OC2CC(N(C(C2)(C)C)O)(C)C)=CC=CC1)(=O)OC1CC(N(C(C1)(C)C)O)(C)C